C(C)(C)C1=CC=C(C=C1)C(C(=O)OCC)=O Ethyl 2-(4-isopropylphenyl)-2-oxoacetate